CC(/C=C/B1OC(C)(C)C(C)(C)O1)(C)C trans-(3,3-dimethylbuten-1-yl)boronic acid pinacol ester